N1(N=CN=C1)C1CN(C1)C(=O)OCC1=CC=CC=C1 benzyl 3-(1,2,4-triazol-1-yl)azetidine-1-carboxylate